5-bromo-1,1-difluoropentane BrCCCCC(F)F